2-((tert-butoxycarbonyl)amino)-4-morpholino-4-oxobutanoate C(C)(C)(C)OC(=O)NC(C(=O)[O-])CC(=O)N1CCOCC1